C(C=C)N1N=CC=C1 allyl-1H-pyrazole